6-amino-9-[1-(7-aminoheptyl)piperidin-4-yl]-7-(4-phenoxyphenyl)purin-8-one NC1=C2N(C(N(C2=NC=N1)C1CCN(CC1)CCCCCCCN)=O)C1=CC=C(C=C1)OC1=CC=CC=C1